CC1=NN(C2=C1CN(CC2)C2=CC(=NC=C2)C2=CC=CC=C2)CC21CCC(CC2)(CC1)N1CCCC1 3-methyl-5-(2-phenylpyridin-4-yl)-1-((4-(pyrrolidin-1-yl)bicyclo[2.2.2]oct-1-yl)methyl)-4,5,6,7-tetrahydro-1H-pyrazolo[4,3-c]pyridine